2'-methyl-[1,1'-biphenyl]-2,3,4,4'-tetraol CC1=C(C=CC(=C1)O)C=1C(=C(C(=CC1)O)O)O